silicon-scandium praseodymium [Pr].[Sc].[Si]